3-iodo(bromo)-1H-pyrazolo[3,4-d]pyrimidine-4-amine IC1=NN(C2=NC=NC(=C21)N)Br